(2S)-2-amino-4-methyl-N-[(R)-phenylsulfinyl]pentanamide N[C@H](C(=O)N[S@](=O)C1=CC=CC=C1)CC(C)C